4-acetyl-2-fluoro-N,N-dimethylbenzamide C(C)(=O)C1=CC(=C(C(=O)N(C)C)C=C1)F